6-(1-Benzyl-4-nitro-pyrazol-3-yl)-3-(3-methoxyazetidin-1-yl)-1-(2,2,2-trifluoroethyl)pyrazolo[4,3-c]pyridine C(C1=CC=CC=C1)N1N=C(C(=C1)[N+](=O)[O-])C1=CC2=C(C=N1)C(=NN2CC(F)(F)F)N2CC(C2)OC